[N+](=O)([O-])C1=C(C=CC=C1)NC1CCN(CC1)C(CC1=CC=C(C=C1)C(F)(F)F)=O 1-(4-((2-nitrophenyl)amino)piperidin-1-yl)-2-(4-(trifluoromethyl)phenyl)ethan-1-one